BrC=1C=CC=2N(C1)C(=CN2)CNCC ({6-bromoimidazo[1,2-a]pyridin-3-yl}methyl)(ethyl)amine